C12C(CCCC1)(O2)C2=CC=C(C=C2C(=O)[O-])C(=O)[O-] 2-epoxycyclohexane-isophthalate